ClC1=CC(=C(C=C1)CN(C1CCN(CC1)C(=O)OC(C)(C)C)C)O tert-butyl 4-[(4-chloro-2-hydroxy-phenyl)methyl-methyl-amino]piperidine-1-carboxylate